((2-(1-(3-hydroxypropyl)-1H-pyrazol-3-yl)ethyl)amino)-2-methylpyrazol OCCCN1N=C(C=C1)CCNC=1N(N=CC1)C